tert-Butyl (4-(3-amino-7-bromo-1H-indazol-5-yl)pyridin-2-yl)carbamate NC1=NNC2=C(C=C(C=C12)C1=CC(=NC=C1)NC(OC(C)(C)C)=O)Br